O=C1NC(CCC1C1=C(CN2CCC(CC2)N2CCN(CC2)C2=CC(=C(C=C2C)NC2=NC=C(C(=C2)NC2=C(C(=O)NC)C=CC=C2)C(F)(F)F)OC(C)C)C=CC=C1)=O 2-((2-((4-(4-(1-(2-(2,6-dioxopiperidin-3-yl)benzyl)piperidin-4-yl)piperazin-1-yl)-2-isopropoxy-5-methylphenyl)amino)-5-(trifluoromethyl)pyridin-4-yl)amino)-N-methylbenzamide